N1CC(OCC1)C1=CC=C(C=C1)NC(=O)C1=NNC=2CCCCC12 N-(4-(morpholin-2-yl)phenyl)-4,5,6,7-tetrahydro-1H-indazole-3-carboxamide